3-(3-(cyanomethyl)-7-(((3R,4R)-3-fluoro-1-methylpiperidin-4-yl)amino)benzofuran-2-yl)prop-2-yn C(#N)CC1=C(OC2=C1C=CC=C2N[C@H]2[C@@H](CN(CC2)C)F)C#CC